1,1-Bis[5-(4-hydroxybenzoyl)-2,3,4-trihydroxyphenyl]ethane OC1=CC=C(C(=O)C=2C(=C(C(=C(C2)C(C)C2=C(C(=C(C(=C2)C(C2=CC=C(C=C2)O)=O)O)O)O)O)O)O)C=C1